4-(2-bromoethyl)phenol BrCCC1=CC=C(C=C1)O